3-(5-(1-amino-5,6,7,8-tetrahydroisoquinolin-3-yl)-1-oxoisoindolin-2-yl)piperidine-2,6-dione NC1=NC(=CC=2CCCCC12)C=1C=C2CN(C(C2=CC1)=O)C1C(NC(CC1)=O)=O